O1C2(CN(CC=3C1=CC=1C=CC=NC1C3)CC=3C=C(C=CC3C)C(C(C(=O)O)(C)C)C3=C(C1=C(N(N=N1)C)C=C3)C)CC2 3-(3-((3'H-spiro[cyclopropane-1,2'-[1,4]oxazepino[7,6-g]quinolin]-4'(5'H)-yl)methyl)-4-methylphenyl)-3-(1,4-dimethyl-1H-benzo[d][1,2,3]triazol-5-yl)-2,2-dimethylpropionic acid